2-(2-((5-(1-aminoisoquinolin-7-yl)-1H-indazol-3-yl)methoxy)phenyl)acetic acid NC1=NC=CC2=CC=C(C=C12)C=1C=C2C(=NNC2=CC1)COC1=C(C=CC=C1)CC(=O)O